ClC=1C(=NC(=NC1)NC1=C(C=C(C=C1)N1CCC(CC1)NCCCCCSC1=C2CN(C(C2=CC=C1)=O)C1C(NC(CC1)=O)=O)OC)NC1=C(C=CC=C1)P(=O)(OC)OC 3-(4-((5-((1-(4-((5-chloro-4-((2-(dimethylphosphono)phenyl)amino)pyrimidin-2-yl)amino)-3-methoxyphenyl)piperidin-4-yl)amino)pentyl)thio)-1-oxoisoindolin-2-yl)piperidine-2,6-dione